NC1=CC=C2C(=N1)C(C(OC2=O)C)C 2-amino-7,8-dimethyl-7,8-dihydro-5H-pyrano[4,3-b]pyridin-5-one